C(C1=CC=CC=C1)OC1=C(C=C2C(=NC=NC2=C1)OC1=CC(=C(C=C1)NC(=O)NC=1C=NN(C1)C)Cl)OC 1-(4-((7-(benzyloxy)-6-methoxyquinazolin-4-yl)oxy)-2-chlorophenyl)-3-(1-methyl-1H-pyrazol-4-yl)urea